(3S,4S)-8-(5-bromopyrazin-2-yl)-3-methyl-2-oxo-8-azaspiro[4.5]decane BrC=1N=CC(=NC1)N1CCC2(C[C@@H](C(C2)=O)C)CC1